Tert-butyl ((4-((2,4-dimethoxybenzyl)amino)-5-iodo-7-isopropyl-7H-pyrrolo[2,3-d]pyrimidin-6-yl)methyl)carbamate COC1=C(CNC=2C3=C(N=CN2)N(C(=C3I)CNC(OC(C)(C)C)=O)C(C)C)C=CC(=C1)OC